O\C(=C/C(=O)OCC)\C (2Z)-ethyl 3-hydroxy-2-butenoate